2-(4-((4-(chloromethyl)-2-methylthiazol-5-yl)oxy)-3-fluorophenyl)-4-(2,6-difluorobenzyl)-2,4-dihydro-3H-1,2,4-triazol-3-one ClCC=1N=C(SC1OC1=C(C=C(C=C1)N1N=CN(C1=O)CC1=C(C=CC=C1F)F)F)C